C(C)(=O)OC[C@H](COC1=CC=C(C=C1)C(C)(C)C1=CC(=C(C(=C1)Cl)OC[C@@H](CCl)O)Cl)OC(C)=O (S)-3-(4-(2-(3,5-dichloro-4-((S)-3-chloro-2-hydroxypropoxy)phenyl)propan-2-yl)phenoxy)propane-1,2-diyl diacetate